(3R,4S)-3-Tert-butyl-4-fluoro-N-{2-fluoro-4-methyl-5-[8-(morpholin-4-yl)imidazo[1,2-a]pyridin-6-yl]phenyl}pyrrolidine-1-carboxamide C(C)(C)(C)[C@@H]1CN(C[C@H]1F)C(=O)NC1=C(C=C(C(=C1)C=1C=C(C=2N(C1)C=CN2)N2CCOCC2)C)F